1-(2,6-dichlorophenyl)-4-((6-(5-ethyl-3-(trifluoromethyl)-1H-1,2,4-triazol-1-yl)pyridazin-3-yl)amino)-1H-pyrazole-3-carboxamide ClC1=C(C(=CC=C1)Cl)N1N=C(C(=C1)NC=1N=NC(=CC1)N1N=C(N=C1CC)C(F)(F)F)C(=O)N